di(trimethoxysilylethyl)benzene p-TolueneSulfonate CC1=CC=C(C=C1)S(=O)(=O)O.CO[Si](OC)(OC)CCC1=C(C=CC=C1)CC[Si](OC)(OC)OC